C(C)(C)(C)OC(=O)N1C=C2C=CC=CC2=C1 isoindole-2-carboxylic acid tert-butyl ester